CC1=CC2=C(O[C@]3(CNS2(=O)=O)COCC3)N=C1 (R)-8'-Methyl-2',3',4,5-tetrahydro-2H-spiro[furan-3,4'-pyrido[2,3-b][1,4,5]oxathiazepine]-1',1'-dioxide